CC(C)(C=CC(CCCCC)C)C 2,2,5-trimethyl-decene